C(CCCCCCC(=O)O)CCCCCCC(=O)O 1,15-pentadecanoic acid